2,3,5,6-pyrazin-tetra-nitrile N1=C(C(=NC(=C1C#N)C#N)C#N)C#N